tricyanovinylmethylcarbazole C(#N)C(=C(C#N)C#N)CC1=CC=CC=2C3=CC=CC=C3NC12